CN(C1=CC=C(C=C1)CO)C1COC1 ({4-[methyl-(oxetan-3-yl)amino]phenyl})methanol